1H-benzo[d][1,2,3]triazol-1-yl (2-(pyridin-2-yldisulfaneyl)ethyl) carbonate C(ON1N=NC2=C1C=CC=C2)(OCCSSC2=NC=CC=C2)=O